CN1CC2=CC(=CC=C2C(C1=O)NC(=O)C=1C(NC(=CC1)C(F)(F)F)=O)C N-(2,7-dimethyl-3-oxo-1,2,3,4-tetrahydroisoquinolin-4-yl)-2-oxo-6-(trifluoromethyl)-1,2-dihydropyridine-3-carboxamide